ClC=1C(=C(C=CC1)C(C(=O)O)(F)F)CC 2-(3-chloro-2-ethyl-phenyl)-2,2-difluoro-acetic acid